4-(4-(3-Hydroxyphenyl)pyridin-2-yl)piperazine-1-carboxylic acid OC=1C=C(C=CC1)C1=CC(=NC=C1)N1CCN(CC1)C(=O)O